C(C1=CC=CC=C1)OC=1C=C2C(C(=C(N(C2=CC1)C)C1=CC=C(C=C1)OCCCCl)OC)=O 6-(benzyloxy)-2-(4-(3-chloropropoxy)phenyl)-3-methoxy-1-methylquinolin-4(1H)-one